N-[1-[5-fluoro-2-(isothiazol-4-ylamino)pyrimidin-4-yl]-3-methyl-indol-5-yl]prop-2-enamide FC=1C(=NC(=NC1)NC=1C=NSC1)N1C=C(C2=CC(=CC=C12)NC(C=C)=O)C